SC=1C=C(C=CC1)NC(OC(C)(C)C)=O tert-butyl (3-mercaptophenyl)carbamate